tert-Butyl (R)-3-((3R,5S)-3,5-dimethylpiperazin-1-yl)pyrrolidine-1-carboxylate C[C@@H]1CN(C[C@@H](N1)C)[C@H]1CN(CC1)C(=O)OC(C)(C)C